rac-methyl (5aR,6S,7R,8aR)-3-(benzyloxy)-5a-(4-bromophenyl)-8a-hydroxy-8-oxo-6-phenyl-5a,7,8,8a-tetrahydro-6H-cyclopenta[4,5]furo[3,2-b]pyridine-7-carboxylate C(C1=CC=CC=C1)OC=1C=C2C(=NC1)[C@]1([C@@](O2)([C@@H]([C@H](C1=O)C(=O)OC)C1=CC=CC=C1)C1=CC=C(C=C1)Br)O |r|